rel-2-((3R,4R)-4-(((6-(ethyl(4-(trifluoromethyl)benzyl)amino)-5-fluoropyrimidin-4-yl)amino)methyl)-3-hydroxypiperidin-1-yl)acetamide C(C)N(C1=C(C(=NC=N1)NC[C@@H]1[C@H](CN(CC1)CC(=O)N)O)F)CC1=CC=C(C=C1)C(F)(F)F |o1:11,12|